(4-(3-hydroxyoxetan-3-yl)phenyl)(4-(4-((trifluoromethyl)thio)phenoxy)piperidin-1-yl)methanone OC1(COC1)C1=CC=C(C=C1)C(=O)N1CCC(CC1)OC1=CC=C(C=C1)SC(F)(F)F